4-chloro-5-[4-(4-fluoro-benzyl)-piperazin-1-yl]-benzofuran-2-carboxylic acid ClC1=C(C=CC2=C1C=C(O2)C(=O)O)N2CCN(CC2)CC2=CC=C(C=C2)F